CN1N=C2[C@@H](N(CCC2=C1C1=CC(=NN1C)C(F)(F)F)C(=O)OC(C)(C)C)C (S)-tert-butyl 2,7-dimethyl-3-(1-methyl-3-(trifluoromethyl)-1H-pyrazol-5-yl)-2,4,5,7-tetrahydro-6H-pyrazolo[3,4-c]pyridine-6-carboxylate